6-(4-(thiazol-2-yl)phenoxy)pyridin-3-amine S1C(=NC=C1)C1=CC=C(OC2=CC=C(C=N2)N)C=C1